ClC1=CC=C(C=C1)C1(C(CCCCC1)N1N=CN=C1)O 1-(4-chloro-phenyl)-2-(1H-1,2,4-triazol-1-yl)cycloheptanol